6-((4,6-dimethyl-2-oxo-1,2-dihydropyridin-3-yl)methyl)-2-(trans-4-(dimethylamino)cyclohexyl)-9-isopropyl-2,4-dimethyl-7,8-dihydro-[1,3]dioxolo[4,5-g]isoquinolin-5(6H)-one CC1=C(C(NC(=C1)C)=O)CN1C(C=2C(=C3C(=C(C2CC1)C(C)C)OC(O3)(C)[C@@H]3CC[C@H](CC3)N(C)C)C)=O